N-Boc-1,3-propandiamin C(=O)(OC(C)(C)C)NCCCN